FC1=C(C(=O)NC=2C=NC(=CC2)OC2=C(C=C(C=C2)NC)C)C=CC(=C1)C(F)(F)F 2-Fluoro-N-{6-[2-methyl-4-(methylamino)phenoxy]pyridin-3-yl}-4-(trifluoromethyl)benzamide